3-(4-fluorophenyl)-1-isopropyl-N-(4-((7-(2-(1-methylpiperidin-4-yl)ethyl)-5,6,7,8-tetrahydropyrido[3,4-d]pyrimidin-4-yl)oxy)phenyl)-2,4-dioxo-1,2,3,4-tetrahydropyrimidine-5-carboxamide FC1=CC=C(C=C1)N1C(N(C=C(C1=O)C(=O)NC1=CC=C(C=C1)OC=1C2=C(N=CN1)CN(CC2)CCC2CCN(CC2)C)C(C)C)=O